C(C)(C)(C)OC(CN1CC2=C(CC1)SC(=C2)C2=NOC(=N2)C(F)(F)F)=O tert-butyl-2-(2-(5-(trifluoromethyl)-1,2,4-oxadiazol-3-yl)-6,7-dihydrothieno[3,2-c]pyridin-5(4H)-yl)acetate